C(CCCCCCCCCCCCCCCCCCC)S icosanethiol